5,6-dihydrouracil N1C(=O)NC(=O)CC1